FC1=C(C(=CC=C1)CO)NC=1N=C(N=NC1C(=O)N)NC=1C=C2CCN(CC2=CC1OC)C ((2-fluoro-6-(hydroxymethyl)phenyl)amino)-3-((7-methoxy-2-methyl-1,2,3,4-tetrahydroisoquinolin-6-yl)amino)-1,2,4-triazine-6-carboxamide